4-amino-N-(4,4-dimethyl-2-oxopiperidin-1-yl)-1-methyl-N-((5-(trifluoromethyl)pyridin-2-yl)methyl)-1H-pyrazolo[4,3-c]quinoline-8-carboxamide NC1=NC=2C=CC(=CC2C2=C1C=NN2C)C(=O)N(CC2=NC=C(C=C2)C(F)(F)F)N2C(CC(CC2)(C)C)=O